CCCC(CCCCCCCCCCCCCCC)(O)O nonadecane-4,4-diol